C(CCCCCCCCC=C)(=O)OCCCOC(CCCCCCCCC=C)=O 1,3-propanediol diundecylenate